meta-acetamidotoluene C(C)(=O)NC=1C=C(C)C=CC1